[Si](C)(C)(C(C)(C)C)OC[C@H]1CN(C[C@H]1NC1=NN=C(C2=CC=CC=C12)C1=CC=C(C=C1)C(F)(F)F)C(=O)OC(C)(C)C tert-butyl (3S,4S)-3-(((tert-butyldimethylsilyl)oxy)methyl)-4-((4-(4-(trifluoromethyl)phenyl)phthalazin-1-yl)amino)pyrrolidine-1-carboxylate